5-(carboxymethylol)uridine C(=O)(O)C(O)C=1C(NC(N([C@H]2[C@H](O)[C@H](O)[C@@H](CO)O2)C1)=O)=O